1-bromo-10,14-difluoro-5,6,7,8-tetrahydropyrazolo[5',1':3,4][1,4]diazocino[1,2-a]indole BrC=1C=NN2C1C=1N(C=3C(=CC=CC3C1F)F)CCCC2